(4-(2-(8-methoxy-2-methyl-1,2,3,4-tetrahydroisoquinolin-6-yl)-5-tosyl-5H-pyrrolo[2,3-b]pyrazin-7-yl)phenyl)(2-oxa-6-azaspiro[3.3]heptan-6-yl)methanone COC=1C=C(C=C2CCN(CC12)C)C=1N=C2C(=NC1)N(C=C2C2=CC=C(C=C2)C(=O)N2CC1(COC1)C2)S(=O)(=O)C2=CC=C(C)C=C2